C(C)OP(=O)(OCC)C(C(=O)OCC)CC(=O)OC12CC3CC(CC(C1)C3)C2 4-(adamantan-1-yl) 1-ethyl 2-(diethoxyphosphoryl)succinate